CC(CCC(=O)O)CCCC(CC)C 4,8-dimethyl-decanoic acid